C(#N)C=1C=C(C=CC1F)NC(=O)C=1N(C=C(C1)C(C(NCC#C)=O)=O)C N-(3-cyano-4-fluoro-phenyl)-1-methyl-4-[2-oxo-2-(prop-2-ynylamino)acetyl]pyrrole-2-carboxamide